CC1=NC=2N(C(=C1C1=C(C=C(C=C1F)F)F)NCC(F)(F)F)N=CN2 5-Methyl-N-(2,2,2-trifluoroethyl)-6-(2,4,6-trifluorophenyl)-[1,2,4]triazolo[1,5-a]pyrimidin-7-amine